P1(=O)(OC2=C(C=C(C=C2C(C)(C)CC)C(C)(C)CC)CC2=C(C(=CC(=C2)C(C)(C)CC)C(C)(C)CC)O1)[O-].[Li+] lithium 2,2'-methylenebis(4,6-di-tert-amylphenyl) phosphate